β-(3-amino-4-methoxyphenyl)ethylbenzene NC=1C=C(C=CC1OC)CCC1=CC=CC=C1